1,2-dimethyl-5-oxo-pyrazole-3-carboxylic acid methyl ester COC(=O)C=1N(N(C(C1)=O)C)C